Chloro-2-morpholinooxazolo[4,5-b]pyridine ClC1=CC=C2C(=N1)N=C(O2)N2CCOCC2